tert-butyl 4-(3-(3-bromo-2-methoxyphenyl)-1-methyl-1H-pyrazol-5-yl)piperazine-1-carboxylate BrC=1C(=C(C=CC1)C1=NN(C(=C1)N1CCN(CC1)C(=O)OC(C)(C)C)C)OC